N-tert-butyl-4-[(2-chlorophenyl)methylcarbamoylamino]pyridine-2-carboxamide C(C)(C)(C)NC(=O)C1=NC=CC(=C1)NC(NCC1=C(C=CC=C1)Cl)=O